1-(5-chloro-4-((1-methyl-3-(3-(methylamino)-3-oxopropyl)-2-oxo-2,3-dihydro-1H-benzo[d]imidazol-5-yl)amino)pyrimidin-2-yl)piperidine-4-carboxylic acid ClC=1C(=NC(=NC1)N1CCC(CC1)C(=O)O)NC1=CC2=C(N(C(N2CCC(=O)NC)=O)C)C=C1